C1(=C(C=CC=C1)N1N=CC=C1C1NCC12CCC2)C (1-(o-tolyl)-1H-pyrazol-5-yl)-2-azaspiro[3.3]heptane